C(C)(=O)NC1=CC=C(C=C1)NC(C1=C(C=C(C=C1)C(F)(F)F)NC1=C(C=C(C=C1)F)C)=O N-(4-acetamidophenyl)-2-((4-fluoro-2-methylphenyl)-amino)-4-(trifluoromethyl)-benzamide